BrC1=C(N=CN1C([2H])([2H])[2H])C(=O)OC methyl 5-bromo-1-(methyl-d3)-1H-imidazole-4-carboxylate